C1(CC1)N1N=C(C2=C(C1=O)C(=C(C(O2)=O)C)OS(=O)(=O)C2=CC=C(C=C2)C)C2=CC(=CC=C2)[N+](=O)[O-].CC2=CC=C(C=C2)[NH3+] 4-methylphenyl-ammonium 6-cyclopropyl-3-methyl-8-(3-nitrophenyl)-2,5-dioxopyrano[2,3-d]pyridazin-4-yl-4-methylbenzenesulfonate